N-(5-((5-cyano-4-(1-cyclopropyl-1H-indol-3-yl)pyrimidin-2-yl)amino)-2-((2-(diMethylamino)ethyl)(methyl)amino)-4-methoxyphenyl)acrylamide C(#N)C=1C(=NC(=NC1)NC=1C(=CC(=C(C1)NC(C=C)=O)N(C)CCN(C)C)OC)C1=CN(C2=CC=CC=C12)C1CC1